8-bromo-6-chloro-3-(1-methyl-1H-pyrazol-5-yl)imidazo[1,2-a]Pyridine BrC=1C=2N(C=C(C1)Cl)C(=CN2)C2=CC=NN2C